[Al].[Sn].[Ca].[Pb] lead-calcium-tin aluminum